(S)-TERT-BUTYL 5-(((1R,2S)-2-(ALLYLTHIO)CYCLOBUTYL)METHYL)-6'-CHLORO-3',4,4',5-TETRAHYDRO-2H,2'H-SPIRO[BENZO[B][1,4]OXAZEPINE-3,1'-NAPHTHALENE]-7-CARBOXYLATE C(C=C)S[C@@H]1[C@H](CC1)CN1C2=C(OC[C@]3(CCCC4=CC(=CC=C34)Cl)C1)C=CC(=C2)C(=O)OC(C)(C)C